1-(1-cyclopropyl-5-((4-(ethylamino)-5-(trifluoromethyl)pyrimidin-2-yl)amino)-1H-pyrazol-3-yl)pyrrolidin-2-one C1(CC1)N1N=C(C=C1NC1=NC=C(C(=N1)NCC)C(F)(F)F)N1C(CCC1)=O